CS(=O)(=O)ON=C(C(F)(F)F)C1=CC=C(C=C1)SCOC 2,2,2-trifluoro-1-(4-((methoxymethyl)thio)phenyl)ethan-1-one O-methylsulfonyl oxime